(6-methoxy-4-(2H-1,2,3-triazol-2-yl)pyridin-3-yl)methanone COC1=CC(=C(C=N1)C=O)N1N=CC=N1